tricyclo[4.2.2.0(2,5)]dec-9-ene C12C3CCC3C(CC1)C=C2